(4R)-N-[(3S,4R)-6-chloro-3-hydroxy-3-methyl-chroman-4-yl]-4-(4,4-diethyl-2-imino-6-oxo-hexahydropyrimidin-1-yl)chromane-6-carboxamide ClC=1C=C2[C@H]([C@](COC2=CC1)(C)O)NC(=O)C=1C=C2[C@@H](CCOC2=CC1)N1C(NC(CC1=O)(CC)CC)=N